N1=C(C=CC=C1)C1(CCC2(OCCO2)CC1)O 8-(pyridin-2-yl)-1,4-dioxaspiro[4.5]decan-8-ol